CSC1=C(C(=O)NC2=NN=NN2C)C=CC(=C1S(=O)C)C(F)(F)F 2-(Methylsulfanyl)-3-(methylsulfinyl)-N-(1-methyl-1H-tetrazol-5-yl)-4-(trifluoromethyl)benzamid